3,6-Dimethyl-2-(2-pyridyl)-8-[(1R)-1-[2-(2H-tetrazol-5-yl)anilino]ethyl]chromen-4-one CC1=C(OC2=C(C=C(C=C2C1=O)C)[C@@H](C)NC1=C(C=CC=C1)C=1N=NNN1)C1=NC=CC=C1